3-(4-chlorophenyl)-N-methyl-1,2,4-oxadiazole-5-carboxamide ClC1=CC=C(C=C1)C1=NOC(=N1)C(=O)NC